C(C)(C)(C)OC(=O)N1CC2=CC=C(C=C2CC1)NC1=C(C=NC2=NC(=CC=C12)OC)CO 6-((3-(Hydroxymethyl)-7-methoxy-1,8-naphthyridin-4-yl)amino)-3,4-dihydroisoquinoline-2(1H)-carboxylic acid tert-butyl ester